N-(5-(3-chlorophenyl)pyridazin-3-yl)-4-cyanomorpholine-2-carboxamide ClC=1C=C(C=CC1)C=1C=C(N=NC1)NC(=O)C1CN(CCO1)C#N